O1CCN(CC1)CC1=CC=C(C(=C1)C1=NC=CC=C1NC=1SC(=CN1)C(F)(F)F)C=CC(=O)N 3-(4-(morpholinomethyl)-6-((5-(trifluoromethyl)thiazol-2-ylamino)pyridin-2-yl)phenyl)acrylamide